N1=CC=C(C=C1)C1=CC=C(C=C1)C1=CC=C(C=C1)C1=CC=NC=C1 4,4'-di(4-pyridyl)biphenyl